N-phosphoarginine P(=O)(O)(O)N[C@@H](CCCNC(N)=N)C(=O)O